ClC=1C=C(C=CC1F)C1=CN(C2=C1C(N(C=C2)CC(=O)N2CC(C2)(F)CC)=O)C2CC2 3-(3-chloro-4-fluorophenyl)-1-cyclopropyl-5-(2-(3-ethyl-3-fluoroazetidin-1-yl)-2-oxoethyl)-1H-pyrrolo[3,2-c]pyridin-4(5H)-one